BrC=1C=C(OCC2=NC=CC=C2)C=CC1[N+](=O)[O-] 2-(3-bromo-4-nitrophenoxymethyl)pyridine